(R)-1-(benzo[d][1,3]dioxol-5-yl)-N-methylpropan-2-amine O1COC2=C1C=CC(=C2)C[C@@H](C)NC